(2R,4S)-9-[1-(2-amino-2-oxoethyl)azetidin-3-yl]oxy-5,5-dihydroxy-6-oxa-5-boranuidatricyclo[5.4.0.02,4]undeca-1(7),8,10-triene-8-carboxylate NC(CN1CC(C1)OC1=C(C=2O[B-]([C@H]3C[C@H]3C2C=C1)(O)O)C(=O)[O-])=O